CN1C[C@H]([C@@H](C1)OCCCCCCCC)OCCCCCCCCCCC\C=C/CCCCC trans-1-methyl-3-[(12Z)-octadec-12-en-1-yloxy]-4-(octyloxy)pyrrolidine